Methyl 7-bromo-2-isopropyl-8-(naphthalen-1-ylmethyl)-6-oxo-9-(3-(trifluoromethyl)phenyl)-3,4-dihydro-2H,6H-pyrido[1,2-e][1,2,5]thiadiazine-4-carboxylate 1,1-dioxide BrC1=C(C(=C2N(C(CN(S2(=O)=O)C(C)C)C(=O)OC)C1=O)C1=CC(=CC=C1)C(F)(F)F)CC1=CC=CC2=CC=CC=C12